Cl.C(C)N1CCN(CC1)CC=1C=C(C=2C(C3=C(C=CC=C3C(C2C1)=O)O)=O)O 3-[(4-ethylpiperazin-1-yl)methyl]-1,8-dihydroxyanthracene-9,10-dione hydrochloride